ClC=1C(=NC=CC1C1=C(C(=CC=C1)C1=NC(=C(C=C1)CNC)OC)Cl)C=1C=C(CNCC23CC(C2)(C3)C(=O)O)C=C(C1)OC 3-(((3-(3-chloro-4-(2-chloro-3-(6-methoxy-5-((methylamino)methyl)pyridin-2-yl)phenyl)pyridin-2-yl)-5-methoxybenzyl)amino)methyl)bicyclo[1.1.1]pentane-1-carboxylic acid